(3-((3-(1H-pyrazol-4-yl)-1H-indazol-6-yl)amino)phenyl)-3-chlorobenzamide N1N=CC(=C1)C1=NNC2=CC(=CC=C12)NC=1C=C(C=CC1)C1=C(C(=O)N)C=CC=C1Cl